[Br-].C1(CC1)[Zn+] Cyclopropylzinc bromide